CNCCCC(=O)[O-] 4-Methylaminobutyrate